P(=O)(OCCCCCCBr)(OCCCCCCCCC)O bromohexyl nonyl hydrogen phosphate